C(C)(C)(C)C1=NC2=C(N1C(=O)C1=CC=CC=C1)C=CC(=C2)C (2-(tert-Butyl)-5-methyl-1H-benzo[d]imidazol-1-yl)(phenyl)methanone